BrC1=C(C=C2C(N(C(C2=C1)=O)C1C(NC(CC1)=O)=O)=O)CN1C[C@@H](CCC1)C1=CC=C(C=C1)N1N=C2C(=CC=CC2=C1)C(=O)N 2-(4-((3S)-1-((6-bromo-2-(2,6-dioxopiperidin-3-yl)-1,3-dioxoisoindolin-5-yl)methyl)piperidin-3-yl)phenyl)-2H-indazole-7-carboxamide